(2S)-4-[(4s,5S)-4-methyl-5-phenyl-4,5-dihydro-1,3-oxazol-2-yl]-1-(6-piperidin-1-yl-D-norleucyl)-N-(thiophen-2-ylmethyl)piperazine-2-carboxamide C[C@@H]1N=C(O[C@H]1C1=CC=CC=C1)N1C[C@H](N(CC1)C([C@H](N)CCCCN1CCCCC1)=O)C(=O)NCC=1SC=CC1